tert-Butyl 4-((2S,5R)-6-(((3-(hexyloxy)-2,2-dimethyl-3-oxopropoxy)sulfonyl)oxy)-7-oxo-1,6-diazabicyclo[3.2.1]octane-2-carboxamido)piperidine-1-carboxylate C(CCCCC)OC(C(COS(=O)(=O)ON1[C@@H]2CC[C@H](N(C1=O)C2)C(=O)NC2CCN(CC2)C(=O)OC(C)(C)C)(C)C)=O